1-(tert-butyl) 3-methyl 5,5-difluoropiperidine-1,3-dicarboxylate FC1(CC(CN(C1)C(=O)OC(C)(C)C)C(=O)OC)F